O1SCC=C1 oxathiaole